CC(C)SC(CC(C(CO)O)O)SC(C)C 5,5-di(propan-2-yl-mercapto)pentane-1,2,3-triol